O.[O-2].[Zr+4].[O-2] zirconium(IV) oxide hydrate